ClC1=NC=CN=C1SCC1=CC=C(C=C1)OC 2-chloro-3-[(4-methoxyphenyl)methylsulfanyl]pyrazine